C1(CCCCC1)N([C@@H](C)C(=O)O)P(=O)(OC1=C(C(=C(C(=C1F)F)F)F)F)OC1=CC=C(C=C1)C(C)(C)C.ClC1=C(C=NC2=CC(=C(C=C12)OC)OCCCOC)C=1OC=CN1 2-[4-chloro-6-methoxy-7-(3-methoxypropoxy)-3-quinolinyl]oxazole cyclohexyl-((4-(tert-butyl)phenoxy)(perfluorophenoxy)phosphoryl)-L-alaninate